OC(CNCC=1N=C2N(C(C1)=O)C=CC=C2)(C)C (((2-hydroxy-2-methylpropyl)amino)methyl)-4H-pyrido[1,2-a]pyrimidin-4-one